C(C1=CC=CC=C1)(=O)OC1=NC=C(C=C1Br)C(=O)N1CCC(CC1)(F)F (3-bromo-5-(4,4-difluoropiperidine-1-carbonyl) pyridin-2-yl) benzoate